OCOP(O)(O)=O Hydroxymethyl-phosphoric acid